F[C@@H]1CC2=CC(CN2C1)F (2R,7aR)-2,6-difluorotetrahydro-1H-pyrrolizin